(S)-8-((2-(benzyloxy)-3-hydroxypropyl)thio)-7-(4-fluorophenyl)-6-(trifluoromethyl)quinazoline-2,4(1H,3H)-dione C(C1=CC=CC=C1)O[C@H](CSC=1C(=C(C=C2C(NC(NC12)=O)=O)C(F)(F)F)C1=CC=C(C=C1)F)CO